ClC=1C=C(C(=NC1)N1N=CC=C1)C1=CC=C2C(=CN=NC2=C1)NCC1=C(C=C(C=C1)OC)OC 7-[5-CHLORO-2-(1H-PYRAZOL-1-YL)PYRIDIN-3-YL]-N-[(2,4-DIMETHOXYPHENYL)METHYL]CINNOLIN-4-AMINE